8-methyl-2-(3-methyl-1-benzothien-2-yl)-5-[(1R)-1-(4-methylphenyl)ethoxy]quinoline-4-carboxylic acid CC=1C=CC(=C2C(=CC(=NC12)C=1SC2=C(C1C)C=CC=C2)C(=O)O)O[C@H](C)C2=CC=C(C=C2)C